{1-[7-difluoromethyl-6-(1-methyl-1H-pyrazol-4-yl)-3,4-dihydro-2H-quinolin-1-yl]-isoquinolin-3-yl}-(3-hydroxyazetidine-1-yl)methanone FC(C1=C(C=C2CCCN(C2=C1)C1=NC(=CC2=CC=CC=C12)C(=O)N1CC(C1)O)C=1C=NN(C1)C)F